tert-Butyl (2-((tert-butoxycarbonyl)amino)ethyl)(2-(2,5-dioxo-2,5-dihydro-1H-pyrrol-1-yl)ethyl)carbamate C(C)(C)(C)OC(=O)NCCN(C(OC(C)(C)C)=O)CCN1C(C=CC1=O)=O